CC\C=C/C\C=C/CCCCC (Z,Z)-3,6-Dodecadien